ClCC[C@@H](O)C=1OC(=CC1)Br (R)-3-chloro-1-(5-bromofuran-2-yl)propan-1-ol